N-(3-chloro-2-cyanophenyl)methacrylamide (R)-tert-butyl-methyl(pyrrolidin-3-yl)carbamate C(C)(C)(C)OC(N([C@H]1CNCC1)C)=O.ClC=1C(=C(C=CC1)NC(C(=C)C)=O)C#N